(6R,6aS,11aR)-10-cyclopropyl-14-(cyclopropylmethyl)-2-methoxy-8-methyl-5,6,10,11-tetrahydro-6,11a-(epiminoethano)naphtho[2,1-f]indazol-6a(7H)-ol C1(CC1)N1N=C(C=2C[C@@]3([C@]4(CC12)C=1C=C(C=CC1C[C@H]3N(CC4)CC4CC4)OC)O)C